N-[4-[3-[4-(4-Hydroxypiperidin-1-yl)phenyl]-3-oxoprop-1-enyl]phenyl]acetamide OC1CCN(CC1)C1=CC=C(C=C1)C(C=CC1=CC=C(C=C1)NC(C)=O)=O